9-([1,1'-biphenyl]-4-yl)-9'-chloro-2,2'-bidibenzo[b,d]furan C1(=CC=C(C=C1)C1=CC=CC2=C1C1=C(O2)C=CC=C1C1=CC=CC=2OC3=C(C21)C(=CC=C3)Cl)C3=CC=CC=C3